FC(C1=CC=CC(=N1)NC(=O)C=1N=C(C=2N(C1)C=C(N2)C21COC(C2)(C1)C)OC)F N-(6-(difluoromethyl)pyridin-2-yl)-8-methoxy-2-(1-methyl-2-oxabicyclo[2.1.1]hexan-4-yl)imidazo[1,2-a]pyrazine-6-carboxamide